C1CC2CCC1N2 (1s,4s)-7-azabicyclo[2.2.1]heptane